ClC1=C(C=CC=C1)N/C(=N/C(=O)OCC)/SCC(C(=O)OC)=O (Z)-Methyl 3-((N-(2-chloro phenyl)-N'-(ethoxycarbonyl)carbamimidoyl)thio)-2-oxopropanoate